12-Ethyl-8-(4-fluorobenzyl)-4-oxa-8,12-diazadispiro[2.1.5.3]tridecan-13-on C(C)N1CC2(OC3(CC3)C1=O)CCN(CC2)CC2=CC=C(C=C2)F